C(C)OC(CC(=O)Cl)=O.ClC1=CC(=C(C(=C1C1=C(C(=CC=C1)C)C(F)(F)F)F)NC(CC(=O)OCC)=O)C(=O)OC methyl 6-chloro-3-(3-ethoxy-3-oxopropanamido)-2-fluoro-3'-methyl-2'-(trifluoromethyl)-[1,1'-biphenyl]-4-carboxylate Ethyl-3-chloro-3-oxopropanoate